F[C@@H]1C[C@@]2(CCCN2C1)COC1=NC2=C(C(=CC=C2C(=N1)N1C2CCCC1CC2)C2=CC(=CC1=CC=C(C(=C21)C#C)F)O)F 4-(2-{[(2r,7as)-2-fluoro-hexahydro-1H-pyrrolizin-7a-yl]methoxy}-4-{8-azabicyclo[3.2.1]oct-8-yl}-8-fluoroquinazolin-7-yl)-5-ethynyl-6-fluoronaphthalen-2-ol